C1(=CC=CC=C1)CC(=O)NC1CC(C1)N1C2=NC=NC(=C2N=C1)NC1=CC=C(C=C1)N1CCN(CC1)C1CC2(C1)CN(CC2)C(=O)OC(C)(C)C tert-butyl 2-(4-(4-((9-((1s,3s)-3-(2-phenylacetylamino) cyclobutyl)-9H-purin-6-yl) amino) phenyl) piperazin-1-yl)-6-azaspiro[3.4]octane-6-carboxylate